N(=[N+]=[N-])[C@H](C(=O)N(CCCCCC)[C@H](C[C@@H](O[Si](C)(C)C(C)(C)C)C=1SC=C(N1)C(=O)OCC)C(C)C)[C@H](CC)C Ethyl 2-[(1R,3R)-3-[(2S,3S)-2-azido-N-hexyl-3-methylpentanamido]-1-[(tert-butyldimethylsilyl)oxy]-4-methylpentyl]-1,3-thiazole-4-carboxylate